(3-dimethylaminopropyl)methacrylamide CN(CCCC=C(C(=O)N)C)C